C(C)(C)(C)OC(=O)N1C(=C(C2=CC(=CC=C12)Cl)CC)C1=CC(=NC=C1)NC(=O)OC(C)(C)C 2-(2-((tert-Butoxycarbonyl)amino)pyridin-4-yl)-5-chloro-3-ethyl-1H-indole-1-carboxylic acid tert-butyl ester